COC1=CC(=C2C=CN(C2=C1)CC(F)(F)F)NC1CCOCC1 6-methoxy-4-[(oxan-4-yl)amino]-1-(2,2,2-trifluoroethyl)-1H-indol